9-(1-((4-fluoro-2-(1-methyl-1H-tetrazol-5-yl)phenyl)amino)ethyl)-N,N,4,7-tetramethyl-5-oxo-4,5-dihydroimidazo[1,5-a]quinazoline-3-carboxamide FC1=CC(=C(C=C1)NC(C)C=1C=C(C=C2C(N(C=3N(C12)C=NC3C(=O)N(C)C)C)=O)C)C3=NN=NN3C